2-(Tert-butyl)-4-(4-chlorobenzyl)pyrazolo[1,5-a]pyridin C(C)(C)(C)C1=NN2C(C(=CC=C2)CC2=CC=C(C=C2)Cl)=C1